C(C)(C)(C)[Si](N=S(=O)(N)C=1SC(=CN1)C(C)(C)O)(C)C N'-(tert-butyldimethyl-silyl)-5-(2-hydroxypropan-2-yl)thiazole-2-sulfonimidamide